N1(CCNCC1)C1=C(N)C=CC=C1 2-(piperazin-1-yl)aniline